1,3-di(n-butyl)benzene C(CCC)C1=CC(=CC=C1)CCCC